4-(4-bromophenoxy)benzoic acid BrC1=CC=C(OC2=CC=C(C(=O)O)C=C2)C=C1